BrC=1C=C(C(=NC1)Cl)OCC1=CC(=CC(=C1)F)F 5-bromo-2-chloro-3-[(3,5-difluorophenyl)methoxy]pyridine